N'-(2-chloro-4-(3-((5-chloropyridin-2-yl)oxy)oxetan-3-yl)-5-methylphenyl)-N-ethyl-N-methylformimidamide ClC1=C(C=C(C(=C1)C1(COC1)OC1=NC=C(C=C1)Cl)C)N=CN(C)CC